N-(8-fluoro-1,2,3,5,6,7-hexahydros-indacen-4-ylcarbamoyl)-4-(2-hydroxypropan-2-yl)benzenesulfonamide FC=1C=2CCCC2C(=C2CCCC12)NC(=O)NS(=O)(=O)C1=CC=C(C=C1)C(C)(C)O